O\N=C(\N)/C=1C=C(C(=O)OC)C=CC1 (E)-Methyl 3-(N'-hydroxycarbamimidoyl)benzoate